C(#N)C=1C=CC(=C(C1)C1=CC(=NC=C1C(=O)NC=1SC2=NC(=CC=C2N1)C1=CC=C(C=C1)NC(CO)=O)C)OC 4-(5-cyano-2-methoxyphenyl)-N-(5-(4-(2-hydroxyacetamido)phenyl)thiazolo[5,4-b]pyridin-2-yl)-6-methylnicotinamide